2-acetyl-3,5-difluorophenyl-2-chloro-5-cyanobenzamide C(C)(=O)C1=C(C=C(C=C1F)F)C=1C(=C(C(=O)N)C=C(C1)C#N)Cl